3-ethyl-3-(((3-ethyloxetan-3-yl)methoxy)methyl)oxetane C(C)C1(COC1)COCC1(COC1)CC